1-[5-(1,3-benzodioxolen-5-yl)-1-oxo-2-pentenyl]Piperidine O1COC2=C1C=CC(=C2)CCC=CC(=O)N2CCCCC2